1-[3-(2-bromophenyl)-1-(diphenylmethyl)azetidin-3-yl]ethan-1-ol BrC1=C(C=CC=C1)C1(CN(C1)C(C1=CC=CC=C1)C1=CC=CC=C1)C(C)O